(S)-1-(4-(3-Benzyl-4-(methylsulfonyl)piperazin-1-yl)phenyl)-5,7-difluoro-1H-benzo[d][1,2,3]triazol-6-ol C(C1=CC=CC=C1)[C@H]1CN(CCN1S(=O)(=O)C)C1=CC=C(C=C1)N1N=NC2=C1C(=C(C(=C2)F)O)F